1-((3R,4S)-3-fluoro-4-((4-methoxy-5-(1-((S)-1,1,1-trifluoropropan-2-yl)-1H-benzo[d][1,2,3]triazol-6-yl)pyrrolo[2,1-f][1,2,4]triazin-2-yl)amino)piperidin-1-yl)ethan-1-one-2,2,2-d3 F[C@@H]1CN(CC[C@@H]1NC1=NN2C(C(=N1)OC)=C(C=C2)C=2C=CC1=C(N(N=N1)[C@H](C(F)(F)F)C)C2)C(C([2H])([2H])[2H])=O